4-(4-((4,4-dimethyl-2-(3-(trifluoromethyl)bicyclo[1.1.1]pentan-1-yl)cyclohex-1-en-1-yl)methyl)piperazin-1-yl)benzoic acid CC1(CC(=C(CC1)CN1CCN(CC1)C1=CC=C(C(=O)O)C=C1)C12CC(C1)(C2)C(F)(F)F)C